C(C)OC(=O)[C@H]1[C@@H](C1)C1=CC(=C(C=C1)Br)F (1r,2r)-2-(4-bromo-3-fluorophenyl)cyclopropane-1-carboxylic acid ethyl ester